N-(cyclopropylmethyl)-N-methyl-3-(2-methyl-2H-pyrazolo[3,4-b]pyridin-5-yl)-6-quinoxalinecarboxamide C1(CC1)CN(C(=O)C=1C=C2N=C(C=NC2=CC1)C1=CC=2C(N=C1)=NN(C2)C)C